C(C)C1=CC2=C(NC1=O)C=C(O2)C=O 6-ethyl-5-oxo-4,5-dihydrofuro[3,2-b]pyridine-2-carbaldehyde